[7-[tert-butoxycarbonyl(methyl)amino]-2,2-dimethyl-chromen-4-yl] trifluoromethanesulfonate FC(S(=O)(=O)OC1=CC(OC2=CC(=CC=C12)N(C)C(=O)OC(C)(C)C)(C)C)(F)F